C(C)OC1=CC=C(C=O)C=C1 4-Ethoxy-benzaldehyd